tert-butyl N-[(3R)-1-{5-carbamoyl-6-[(4-methanesulfonylphenyl)amino]pyrazin-2-yl}piperidin-3-yl]carbamate C(N)(=O)C=1N=CC(=NC1NC1=CC=C(C=C1)S(=O)(=O)C)N1C[C@@H](CCC1)NC(OC(C)(C)C)=O